3-((2-(1H-pyrrol-1-yl)quinazolin-4-yl)amino)propan-1-ol N1(C=CC=C1)C1=NC2=CC=CC=C2C(=N1)NCCCO